2-(3-(3-bromo-4-fluorophenyl)-3-methylbutyryl)-N-methylhydrazinol BrC=1C=C(C=CC1F)C(CC(=O)NN(O)C)(C)C